methyl-3-(benzo[d]thiazol-5-ylmethyl)-1,6-naphthyridin-2(1H)-one CN1C(C(=CC2=CN=CC=C12)CC=1C=CC2=C(N=CS2)C1)=O